7-{[4-(3-cyano-6-isopropyl-7-oxo-4,7-dihydropyrazolo[1,5-a]pyrimidin-5-yl)phenethyl](methyl)amino}heptanoic acid C(#N)C=1C=NN2C1NC(=C(C2=O)C(C)C)C2=CC=C(CCN(CCCCCCC(=O)O)C)C=C2